1-(2-(4-fluorophenyl)-2-((3-methoxybenzyl)oxy)ethyl)-1H-imidazole FC1=CC=C(C=C1)C(CN1C=NC=C1)OCC1=CC(=CC=C1)OC